tert-Butyl 2-(2-(2,6-dioxopiperidin-3-yl)-1-oxoisoindolin-5-yl)acetate O=C1NC(CCC1N1C(C2=CC=C(C=C2C1)CC(=O)OC(C)(C)C)=O)=O